2,3,4,5,6,7-hexahydroxyheptanoic acid OC(C(=O)O)C(C(C(C(CO)O)O)O)O